(1r,5s,6s)-N-[6-(2-chloro-5-fluoro-phenyl)pyridazin-3-yl]-3-(2-pyridylmethyl)-3-azabicyclo[3.1.0]hexane-6-amine ClC1=C(C=C(C=C1)F)C1=CC=C(N=N1)NC1[C@@H]2CN(C[C@H]12)CC1=NC=CC=C1